C(=O)C1=C2C(=NC(=C1)C(=O)N)C=CN2 7-formyl-1H-pyrrolo[3,2-b]pyridine-5-carboxamide